ClC=1C=C2C=NC(=NC2=CC1N1CCC(CC1)O)NC=1C=NN(C1)CC(C)(C)O 1-(6-chloro-2-{[1-(2-hydroxy-2-methylpropyl)-1H-pyrazol-4-yl]amino}quinazolin-7-yl)piperidin-4-ol